acrylic acid docosyl ester C(CCCCCCCCCCCCCCCCCCCCC)OC(C=C)=O